[N+](=O)([O-])CC(C1=CC=CC=C1)C1=C(NC2=CC=C(C=C12)NC(C=C)=O)C1=CC=CC=C1 N-(3-(2-nitro-1-phenylethyl)-2-phenyl-1H-indol-5-yl)acrylamide